C1(CC1)N(C(OC(C)(C)C)=O)C1CCN(CC1)C1=C2C=NC(=NC2=C(C=C1)I)OC tert-butyl N-cyclopropyl-N-[1-(8-iodo-2-methoxyquinazolin-5-yl)piperidin-4-yl]carbamate